4-(tert-butyl)phenyl-6-oxo-1,6-dihydropyridazine-4-carboxylic acid C(C)(C)(C)C1=CC=C(C=C1)N1N=CC(=CC1=O)C(=O)O